CN1N=CC(=C1)C=1N=CC(=NC1)NC(C)=O N-(5-(1-methyl-1H-pyrazol-4-yl)pyrazin-2-yl)acetamide